C(CCC)C=1C(=NC=CC1NC(CC1=C(C=C2C=NNC2=C1)F)=O)C(=O)N Butyl-4-[[2-(5-fluoro-1H-indazol-6-yl)acetyl]amino]pyridine-2-carboxamide